[Sn].[Si].[K] potassium-silicon-tin